FC(N1N=C(C=C1)N\C(\C)=C\1/C(NC2=CN=C(C=C21)C=2C=NC=CC2C)=O)F (Z)-3-(1-((1-(Difluoromethyl)-1H-pyrazol-3-yl)amino)ethylidene)-5-(4-methylpyridin-3-yl)-1H-pyrrolo[2,3-c]pyridin-2(3H)-one